N1=CC=C(C=C1)C1(CCN(CC1)C(=O)OC(C)(C)C)C(=O)OC 1-(tert-butyl) 4-methyl 4-(pyridin-4-yl)piperidine-1,4-dicarboxylate